C[C@H]1C(CCCC1)NC=1C2=C(N=CC1C#CC1=NC=CC=C1)NC=C2 N-((2R)-2-methylcyclohexyl)-5-(pyridin-2-ylethynyl)-1H-pyrrolo[2,3-b]pyridin-4-amine